(E)-4-((4-bromophenyl)amino)but-2-en-1-ol BrC1=CC=C(C=C1)NC/C=C/CO